C1(CCC1)OC1=CC=CC(=N1)N 6-cyclobutoxypyridin-2-amine